(S)-9-bromo-N-(2-cyano-4,4,4-trifluorobutan-2-yl)-1-(3,3-difluorocyclobutyl)-8-methoxy-N-methyl-5,6-dihydroimidazo[5,1-a]isoquinoline-3-carboxamide BrC1=C(C=C2CCN3C(C2=C1)=C(N=C3C(=O)N(C)[C@@](C)(CC(F)(F)F)C#N)C3CC(C3)(F)F)OC